S(N)(OC[C@H]1OC2(O[C@@H]1C1=C(C=CC=C1)C)CCCCC2)(=O)=O ((2R,3R)-3-(2-methylphenyl)-1,4-dioxaspiro[4.5]decan-2-yl)methyl sulfamate